ClC=1C2=C(C(=NC1)F)C[C@@H]1CC[C@H]2N1C(=O)NC1=C(C=C(C(=C1)Cl)Cl)F (5R,8S)-4-Chloro-N-(4,5-dichloro-2-fluorophenyl)-1-fluoro-6,7,8,9-tetrahydro-5H-5,8-epiminocyclohepta[c]pyridine-10-carboxamide